tris(trifluoromethylsulfonyl)methane FC(S(=O)(=O)C(S(=O)(=O)C(F)(F)F)S(=O)(=O)C(F)(F)F)(F)F